[Hf].C1=CC=CC=2C3=CC=CC=C3N(C12)C=1C(=C(C=C(C1)C)N(C1=C(C=CC=C1)C=1C(=C(C=C(C1)C)C(C)(C)C)O)CCOC)O [2'-((3-(9H-carbazol-9-yl)-2-hydroxy-5-methylphenyl)(2-methoxyethyl)amino)-3-tert-butyl-5-methyl-[1,1'-biphenyl]-2-ol] hafnium